tert-butoxy-carbonyl-[3-bromo-4-(3-fluoro-propoxy)-benzyl]-guanidine C(C)(C)(C)OC(=O)N(C(=N)N)CC1=CC(=C(C=C1)OCCCF)Br